MAGNESIUM-ALUMINUM-OXIDE [O-2].[Al+3].[Mg+2]